C(C)(C)(C)OC(=O)N1CC2=CC=CC=C2CC1[C@@H](CN1C(C2=CC=C(C=C2C(C1)(C)C)C(=O)N1CCC2(CCO2)CC1)=O)O 3-((R)-2-(4,4-dimethyl-1-oxo-6-(1-oxa-7-azaspiro[3.5]nonane-7-carbonyl)-3,4-dihydroisoquinolin-2(1H)-yl)-1-hydroxyethyl)-3,4-dihydroisoquinoline-2(1H)-carboxylic acid tert-butyl ester